N-((R)-1-phenylethyl)-6-(1,2,3,6-tetrahydropyridin-4-yl)-2,3,4,9-tetrahydro-1H-carbazol-1-amine C1(=CC=CC=C1)[C@@H](C)NC1CCCC=2C3=CC(=CC=C3NC12)C=1CCNCC1